camphanyl chloride C12(C(CC(CC1)C2(C)C)Cl)C